N[C@H](C(=O)NC=1C=NC(=CC1)C=1C(=NOC1C)C)C1CCC(CC1)C (S)-2-amino-N-(6-(3,5-dimethylisoxazol-4-yl)pyridin-3-yl)-2-((1r,4S)-4-methylcyclohexyl)acetamide